O=C1NC(C[C@H](N1)C(=O)N[C@@H](CC1=CC=CC=C1)C(=O)N[C@@H](CCCN)C(=O)N1[C@@H](CCC1)C(=O)N[C@@H](CCC(C)C)C(=O)N[C@@H](CC1=CC=C(C=C1)F)C(=O)N[C@@H](CC1=CC=CC=C1)C(=O)N)=O N-[2,6-Dioxohexahydropyrimidin-4(S)-ylcarbonyl]-L-phenylalanyl-L-ornithyl-L-prolyl-5-methyl-L-norleucyl-4-fluoro-L-phenylalanyl-L-phenylalaninamide